C1(CCC(CC1)C(=O)Cl)C1CCC(CC1)C(=O)Cl bi(cyclohexane)-4,4'-dicarbonyl dichloride